(2R)-benzyloxy-1,4-butanedioic acid C(C1=CC=CC=C1)O[C@@H](C(=O)O)CC(=O)O